C(C)(C)(C)NC(C1=CN=C(C=C1)Cl)=O N-(tert-butyl)-6-chloronicotinamide